tert-butyl (S)-(r-(6-(4-fluorophenoxy)pyrido[2,3-b]pyrazin-2-yl)-1,3-dihydrospiro[indene-2,4'-piperidin]-1-yl)carbamate FC1=CC=C(OC=2C=CC=3C(=NC=C(N3)N3CCC4(CC3)[C@H](C3=CC=CC=C3C4)NC(OC(C)(C)C)=O)N2)C=C1